[Cl-].[Cl-].C(CC)[NH2+]C1C(C2=CC=CC=C2)O1.C(CC)[NH2+]C1C(C2=CC=CC=C2)O1 epoxypropyl-phenethyl-ammonium dichloride